N[C@H](C(=O)O)CC1=CNC2=CC=CC=C12 (S)-2-amino-3-(1H-indol-3-yl)propionic acid